BrC1=CC=2N(C=C1)C=C(N2)C(=O)N2CCN(CC2)C(=O)OC(C)(C)C tert-Butyl 4-(7-bromoimidazo[1,2-a]pyridine-2-carbonyl)piperazine-1-carboxylate